1-(3-((4-(3,4-dichlorophenyl)piperazin-1-yl)methyl)-4-(trifluoromethyl)phenyl)-N1,N2,N2-trimethylethane-1,2-diamine ClC=1C=C(C=CC1Cl)N1CCN(CC1)CC=1C=C(C=CC1C(F)(F)F)C(CN(C)C)NC